BrC1=CC(=NC=C1C)NC(C1=CC(=CC=C1)C(F)(F)F)=O N-(4-bromo-5-methylpyridin-2-yl)-3-(trifluoromethyl)benzamide